C1=C(C=CC=2SC3=C(C21)C=CC=C3)B(O)O dibenzo[b,d]thiophen-2-yl-boronic acid